N-{4-[4-(morpholin-4-yl)-7-{[2-(trimethylsilyl)ethoxy]methyl}-7H-pyrrolo[2,3-d]pyrimidin-6-yl]phenyl}pyrrolidine-3-sulfonamide N1(CCOCC1)C=1C2=C(N=CN1)N(C(=C2)C2=CC=C(C=C2)NS(=O)(=O)C2CNCC2)COCC[Si](C)(C)C